C(C)(C)(C)[Si](OCCN(CCCCCCCC(=O)OC(CCCCCCCCOCC1=CC=CC=C1)CCCCCCCC)CCCCCCCC(=O)OCCCCCCCCC)(C)C 9-(benzyloxy)-1-octylnonyl 8-({2-[(tert-butyl)bis(methyl)siloxy] ethyl}[7-(nonyloxycarbonyl)heptyl]amino)octanoate